CS(=O)(=O)OCCCC=1C=NN(C(C1)=O)C1OCCCC1 3-(6-oxo-1-(tetrahydro-2H-pyran-2-yl)-1,6-dihydropyridazin-4-yl)propyl methanesulfonate